OCCCCCC=1C=C2C=NN(C(C2=CC1)=O)C1CNCCC1 3-[6-(5-hydroxypentyl)-1-oxo-1,2-dihydrophthalazin-2-yl]piperidin